N-(4,4-difluorocyclohexyl)-6-morpholino-2-(1H-pyrrol-2-yl)pyrimidin-4-amine FC1(CCC(CC1)NC1=NC(=NC(=C1)N1CCOCC1)C=1NC=CC1)F